Dimethyl sebacat C(CCCCCCCCC(=O)OC)(=O)OC